Cl.FC1([C@@]2(CCNC[C@H]12)C1=CC=C(C=C1)N[C@@H]1C(NC(CC1)=O)=O)F (S)-3-((4-((1R,6R)-7,7-difluoro-3-azabicyclo[4.1.0]heptan-6-yl)phenyl)amino)piperidine-2,6-dione HCl salt